C1(CC1)C(C)C1NC=C(C1=O)N1CCC2(CC(C2)=O)CC1 2-(1-cyclopropylethyl)-3-oxo-4-(2-oxo-7-azaspiro[3.5]non-7-yl)-2,3-dihydro-1H-pyrrole